[O-2].[Mn+2].[Co+2].[Sr+2].[La+3] lanthanum-strontium-cobalt-manganese oxide